N-[4-chloro-3-[[3-methyl-5-(2-phenylethynyl)-2-pyridyl]carbamoyl]phenyl]-1,4-dioxane-2-carboxamide ClC1=C(C=C(C=C1)NC(=O)C1OCCOC1)C(NC1=NC=C(C=C1C)C#CC1=CC=CC=C1)=O